ClC1=CC(=C2C(=N1)N(N=N2)[C@H]2[C@@H]([C@@H]([C@@H](O2)COS(=O)(=O)CP(O)(O)=O)O)O)NC2CCCC2 (((((2S,3S,4R,5R)-5-(5-chloro-7-(cyclopentylamino)-3H-[1,2,3]triazolo[4,5-b]pyridin-3-yl)-3,4-dihydroxytetrahydrofuran-2-yl)methoxy)sulfonyl)methyl)phosphonic acid